ClC1=CC=C2C(=N1)N=C(O2)N2CCN(CC2)C(C#CC2=CC=C(C=C2)Cl)=O 1-(4-(5-chlorooxazolo[4,5-b]pyridin-2-yl)piperazin-1-yl)-3-(4-chlorophenyl)prop-2-yn-1-one